(2S,4R)-N-[(1S)-1-(4-cyanophenyl)ethyl]-4-hydroxy-1-[(2R)-3-methyl-2-(3-piperazin-1-ylisoxazol-5-yl)butanoyl]pyrrolidine-2-carboxamide C(#N)C1=CC=C(C=C1)[C@H](C)NC(=O)[C@H]1N(C[C@@H](C1)O)C([C@H](C(C)C)C1=CC(=NO1)N1CCNCC1)=O